ClC1=C2N=CN(C2=NC=N1)[C@H]1C=C[C@@](O1)(C#C)CO ((2R,5R)-5-(6-chloro-9H-purin-9-yl)-2-ethynyl-2,5-dihydrofuran-2-yl)methanol